methyl N-[5-[6-[2-(4-fluorophenyl)-1,2,4-triazol-3-yl]-4-methyl-benzimidazol-1-yl]-2-pyridyl]carbamate FC1=CC=C(C=C1)N1N=CN=C1C=1C=C(C2=C(N(C=N2)C=2C=CC(=NC2)NC(OC)=O)C1)C